O.O.[Ca] Calcium-Dihydrat